N(=NC(C(=N)N)(CCCC(=O)O)C)C(C(=N)N)(CCCC(=O)O)C azobis[(2-carboxyethyl)-2-methylpropionamidine]